ClC1=C(C(=C(N=N1)NC1CN(CCC1)C)C#N)C 6-chloro-5-methyl-3-((1-methylpiperidin-3-yl)amino)pyridazine-4-carbonitrile